(S)-2-piperazinylacetonitrile N1(CCNCC1)CC#N